3-[6-(2-Cyclobutylsulfanyl-pyridin-3-yl)-chroman-2-yl]-propionic acid C1(CCC1)SC1=NC=CC=C1C=1C=C2CCC(OC2=CC1)CCC(=O)O